N[C@H]1CS(C2=C(N(C1=O)CC1=CC=C(C=C1)Cl)C=C(C(=C2)F)C2=NOC(=N2)N2CC(NCC2)C(F)(F)F)(=O)=O (3R)-3-amino-5-[(4-chlorophenyl)methyl]-8-fluoro-1,1-dioxo-7-[5-[3-(trifluoromethyl)piperazin-1-yl]-1,2,4-oxadiazol-3-yl]-2,3-dihydro-1lambda6,5-benzothiazepin-4-one